N[C@@H]1CN(CC1)CC1=CC=2C(=CN=C(C2C2=CC(=C(C#N)C=C2)F)C2=CC(=C(C(=C2)C)C)C)N1CC1CCC1 (S)-4-(2-((3-aminopyrrolidin-1-yl)methyl)-1-(cyclobutylmethyl)-5-(3,4,5-trimethylphenyl)-1H-pyrrolo[2,3-c]pyridin-4-yl)-2-fluorobenzonitrile